BrCCCCCCCCCCC(=O)N[C@H](C(=O)N1[C@@H](C[C@H](C1)O)C(=O)NCC1=CC=C(C=C1)C1=C(C=CN1)SC)C(C)(C)C (2S,4R)-1-((S)-2-(11-bromoundecanoylamino)-3,3-dimethylbutyryl)-4-hydroxy-N-(4-(4-Methylthioazol-5-yl)benzyl)pyrrolidine-2-carboxamide